2-[1-(2,2-difluoroethyl)-1H-pyrazolo[3,4-d]pyrimidin-6-yl]-7-[2-methyl-6-(trifluoromethyl)pyrimidin-4-yl]-2,7-diazaspiro[3.5]nonane FC(CN1N=CC=2C1=NC(=NC2)N2CC1(C2)CCN(CC1)C1=NC(=NC(=C1)C(F)(F)F)C)F